methyl (E)-5-((6-chloro-4-((hydroxyimino)methyl)pyridin-3-yl)ethynyl)-4-methylpicolinate ClC1=CC(=C(C=N1)C#CC=1C(=CC(=NC1)C(=O)OC)C)/C=N/O